(R)-3-(3-chloro-4-fluorophenyl)-1-[1-(6,7-difluoro-3-methyl-4-oxo-phthalazin-1-yl)ethyl]-1-methyl-urea ClC=1C=C(C=CC1F)NC(N(C)[C@H](C)C1=NN(C(C2=CC(=C(C=C12)F)F)=O)C)=O